N-(5-(3-(3,5-dimethylisoxazol-4-yl)-5-nitrophenoxy)-2-methylphenyl)-3-morpholinopropanamide CC1=NOC(=C1C=1C=C(OC=2C=CC(=C(C2)NC(CCN2CCOCC2)=O)C)C=C(C1)[N+](=O)[O-])C